C=1N=CN2C1C1=CC=CC=C1C2CNC2CCC(CC2)C(=O)NC2=CC=C(C=C2)Cl 4-(((5H-imidazo[5,1-a]isoindol-5-yl)methyl)amino)-N-(4-chlorophenyl)cyclohexane-1-carboxamide